COC1=C(N)C=CC(=C1)N1[C@H]2CN(C[C@@H]1CC2)C 2-methoxy-4-((1R,5S)-3-methyl-3,8-diazabicyclo[3.2.1]octan-8-yl)aniline